(R)-8-phenyl-2-(2-((R)-pyrrolidin-3-yloxy)pyridin-4-yl)-7,8-dihydro-6H-pyrrolo[2',1':2,3]imidazo[4,5-b]pyridine C1(=CC=CC=C1)[C@H]1CCC2=NC=3C(=NC(=CC3)C3=CC(=NC=C3)O[C@H]3CNCC3)N21